C1(CC1)C(C)C1=CNC=2N=CN=C(C21)N[C@H]2CN(CCC2)C(C=C)=O 1-((3R)-3-((5-(1-cyclopropylethyl)-7H-pyrrolo[2,3-d]pyrimidin-4-yl)amino)-piperidin-1-yl)prop-2-en-1-one